N,N-di(4-bromophenyl)-4-iodoaniline BrC1=CC=C(C=C1)N(C1=CC=C(C=C1)I)C1=CC=C(C=C1)Br